(1,2,3,4-tetrahydroquinolin-8-yl)methanol N1CCCC2=CC=CC(=C12)CO